OC=1C=C(C=CC1OC)C1=CSC=2C(C3=CC=CN3C21)=O 3-(3-Hydroxy-4-methoxyphenyl)-8h-thieno[2,3-b]pyrrolizin-8-one